Dodec-9-ene-4-carboxylic acid methyl ester COC(=O)C(CCC)CCCCC=CCC